2-(2-(4,4-difluorocyclohexyl)thiazole-4-yl)acetic acid FC1(CCC(CC1)C=1SC=C(N1)CC(=O)O)F